FC(C1=CC=C(C=C1)C1=CC2=C(N=C(S2)N2C([C@H]3[C@H]4C=C[C@@H]([C@H]3C2=O)C4)=O)C=C1)(F)F (1R,2S,6R,7S)-4-[6-[4-(trifluoromethyl)phenyl]-1,3-benzothiazol-2-yl]-4-azatricyclo[5.2.1.02,6]dec-8-en-3,5-dione